C1(=CC=CC=C1)NC1=CC(=CC(=C1)NC1=CC=CC=C1)NC1=CC=CC=C1 1,3,5-tris(phenylamino)benzene